6-((2,5-dichloropyrimidin-4-yl)amino)-1,3-bis(3-hydroxy-3-methylbutyl)-1,3-dihydro-2H-imidazo[4,5-b]pyridin-2-one ClC1=NC=C(C(=N1)NC=1C=C2C(=NC1)N(C(N2CCC(C)(C)O)=O)CCC(C)(O)C)Cl